2-[4-(4-chlorophenyl)-5-(4-pyridyl)imidazol-1-yl]-1-(2-methyl-2,7-diazaspiro[3.5]non-7-yl)ethanone ClC1=CC=C(C=C1)C=1N=CN(C1C1=CC=NC=C1)CC(=O)N1CCC2(CN(C2)C)CC1